ClC1=CC(=C(C=C1)NC(OC(C)C)=O)C(N[C@H](C(C(=O)NC1CC1)=O)C[C@H]1C(NCC1)=O)=O isopropyl N-[4-chloro-2-[[(1S)-3-(cyclopropylamino)-2,3-dioxo-1-[[(3S)-2-oxopyrrolidin-3-yl]methyl]propyl]carbamoyl] phenyl]carbamate